C(C)(CC)OC1CCC(CC1)/C=C/C(=O)OCC ethyl (E)-3-(4-(sec-butoxy)cyclohexyl)acrylate